(S)-6-ethyl-5-(methylamino)-3-((3-(3-(2-(methylamino)propanamido)propoxy)phenyl)amino)pyrazine-2-carboxamide C(C)C1=C(N=C(C(=N1)C(=O)N)NC1=CC(=CC=C1)OCCCNC([C@H](C)NC)=O)NC